OB1OCC2=C1C=CC(=C2)NC2=NC=C(C(=O)O)C(=C2)N[C@H](CO)C2=CC=CC=C2 (S)-6-((1-hydroxy-1,3-dihydrobenzo[c][1,2]oxaborol-5-yl)amino)-4-((2-hydroxy-1-phenylethyl)amino)nicotinic acid